(S)-3-(1-(1H-benzo[d]imidazol-2-yl)cyclopropyl)-6-(1-amino-1,3-dihydrospiro[indene-2,4'-piperidin]-1'-yl)-1,5-dihydro-4H-pyrazolo[3,4-d]pyrimidin-4-one N1C(=NC2=C1C=CC=C2)C2(CC2)C2=NNC=1N=C(NC(C12)=O)N1CCC2(CC1)[C@@H](C1=CC=CC=C1C2)N